5-(5-((1S,2R)-[1,1'-bi(cyclopropane)]-2-yl)-6-(methyl-d3)pyridazine-3-yl)pyrimidine-2,4(1H,3H)-dione [C@@H]1([C@@H](C1)C=1C=C(N=NC1C([2H])([2H])[2H])C=1C(NC(NC1)=O)=O)C1CC1